N-[1-methyl-6-(trifluoromethoxy)indazol-7-yl]-1-[4-(trifluoromethyl)pyridin-2-yl]-N-{1-[4-(trifluoromethyl)pyridin-2-yl]pyrazol-4-ylsulfonyl}pyrazole-4-sulfonamide CN1N=CC2=CC=C(C(=C12)N(S(=O)(=O)C=1C=NN(C1)C1=NC=CC(=C1)C(F)(F)F)S(=O)(=O)C=1C=NN(C1)C1=NC=CC(=C1)C(F)(F)F)OC(F)(F)F